4,5-dichloro-2-(piperazin-1-yl)phenol ClC1=CC(=C(C=C1Cl)O)N1CCNCC1